CC(C)(C)[S@](=O)N[C@H](C)C1=CC=C(C=C1)N1N=C(C=C1OC)C(F)(F)F (S)-2-methyl-N-[(1R)-1-[4-[5-methoxy-3-(trifluoromethyl)pyrazol-1-yl]phenyl]ethyl]propane-2-sulfinamide